CS(=O)(=O)OCC1N(CCOC1)C (4-Methylmorpholin-3-yl)methyl methanesulfonate